BrC(CC(CC(CC(CC(CC(CCCC(OCCCCCCC)OC(CCCC(CC(CC(CC(CC(CC(C)Br)C)C)C)C)C)OCCCCCCC)C)C)C)C)C)C 14-bromo-4,6,8,10,12-pentamethylpentadecylheptyloxymethyl ether